2-amino-4-oxo-5-(2-(trifluoromethyl)phenyl)-4,5-dihydrofuran-3-yl phenylmethanesulfonate C1(=CC=CC=C1)CS(=O)(=O)OC1=C(OC(C1=O)C1=C(C=CC=C1)C(F)(F)F)N